C1(CC1)C(=O)N1[C@H]2CN(C[C@@H]1CC2)C2=NC(=NC=C2)NC=2C=NSC2 cyclopropyl{(1R,5S)-3-[2-(1,2-thiazol-4-ylamino)pyrimidin-4-yl]-3,8-diazabicyclo[3.2.1]oct-8-yl}methanone